11-(5-hydroxy-2-nitrobenzyl)-7,11-diazatricyclo[7.3.1.0~2,7~]trideca-2,4-dien-6-one OC=1C=CC(=C(CN2CC3CN4C(C=CC=C4C(C2)C3)=O)C1)[N+](=O)[O-]